ClC1=C(C(=O)N[C@H](C(=O)O)CNC(=O)NC2CCC(C3=CC=CC=C23)(C)C)C(=CC=C1NC(CC1=CC(=CC=C1)Cl)=O)Cl (2S)-2-(2,6-dichloro-3-(2-(3-chlorophenyl)acetamido)benzamido)-3-(3-(4,4-dimethyl-1,2,3,4-tetrahydronaphthalen-1-yl)ureido)propanoic acid